5,6-dichloro-2-(1H-tetrazol-1-yl)aniline ClC=1C=CC(=C(N)C1Cl)N1N=NN=C1